C(#N)C1=CC=2N(N=C1)C(=CC2)C2=CC(=C(C=N2)C2=NN=C(S2)C(=O)NC[C@H](C(C)(C)O)F)NC(C)C (R)-5-(6-(3-cyanopyrrolo[1,2-b]pyridazin-7-yl)-4-(isopropylamino)pyridin-3-yl)-N-(2-fluoro-3-hydroxy-3-methylbutyl)-1,3,4-thiadiazole-2-carboxamide